C(C)OP(=O)(OCC)CC[C@H]1O[C@@H]([C@H]([C@H]([C@H]1CC(=O)O)CC(=O)O)CC(=O)O)OC1=CC(=C(C=C1)[N+](=O)[O-])C.BrC1=NC(=CC=C1)C(C1=CC=CC=C1)(F)F 2-bromo-6-[difluoro(phenyl)methyl]pyridine (2R,3R,4S,5S,6R)-2-(2-(diethoxyphosphoryl)ethyl)-6-(3-methyl-4-nitrophenoxy)tetrahydro-2H-pyran-3,4,5-triyl-triacetate